C(C)(C)(C)OC(NCC=1C=NC(=CC1CC(C(C)C)O)OC)=O ((4-(2-hydroxy-3-methylbutyl)-6-methoxypyridin-3-yl)methyl)carbamic acid tert-butyl ester